COC(C1=C(C(=CC=C1)NC(=O)C1=CC=CC=C1)F)=O 2-fluoro-3-[(phenylcarbonyl)amino]benzoic acid methyl ester